N6-phenyl-9H-purine-2,6-diamine C1(=CC=CC=C1)NC1=C2N=CNC2=NC(=N1)N